OC[C@@H]1[C@@H](C1)COC1=C(C=CC(=N1)C(=O)N)N1CC(C1)OC 6-{[(1r,2s)-2-(hydroxymethyl)cyclopropyl]methoxy}-5-(3-methoxyazetidin-1-yl)pyridine-2-carboxamide